O=C(COC1(CC1)C(=O)OCC)C ethyl 1-(2-oxopropoxy)cyclopropane-1-carboxylate